(2S,5R)-6-(benzyloxy)-N-ethyl-7-oxo-1,6-diazabicyclo[3.2.1]octane-2-carboximidamide C(C1=CC=CC=C1)ON1[C@@H]2CC[C@H](N(C1=O)C2)C(NCC)=N